BrC1=C(C=C(OCC2CC23CC3)C=C1)F 1-((4-bromo-3-fluorophenoxy)methyl)spiro[2.2]pentane